N-(2-(1-(4-chlorophenyl)-1H-pyrazol-3-yloxy)ethyl)quinazolin-4-amine ClC1=CC=C(C=C1)N1N=C(C=C1)OCCNC1=NC=NC2=CC=CC=C12